8-Bromo-3-chloro-5-(prop-1-en-2-yl)isoquinoline BrC=1C=CC(=C2C=C(N=CC12)Cl)C(=C)C